(2S,3R,4R)-4-amino-2-ethyl-6-fluoro-3-methyl-3,4-dihydroquinolin N[C@@H]1[C@H](C(=NC2=CC=C(C=C12)F)CC)C